FC=1C=C(C(=C(C(=O)OC)C1)C(CC1=CC=C(C=C1)OC)=O)[N+](=O)[O-] Methyl 5-fluoro-2-(2-(4-methoxyphenyl) acetyl)-3-nitrobenzoate